NN1C(=NC=C1)C(=O)O 1-AMINO-1H-IMIDAZOLE-2-CARBOXYLIC ACID